ClC=1C=C(C=CC1)CCN1C[C@H]([C@H](C1)C)COC1=CC=C(C=C1)S(=O)(=O)C |r| rac-cis-1-[2-(3-chlorophenyl)-ethyl]-3-[(4-methanesulfonylphenoxy)meth-yl]-4-methyl-pyrrolidine